COC1(NC=CN=C1)C 5-methoxy-5-methylpyrazine